(E)-7-(3-(2-methylbenzylidene)-2,5-dioxopyrrolidinyl)-N-hydroxyheptanamide CC1=C(\C=C/2\C(N(C(C2)=O)CCCCCCC(=O)NO)=O)C=CC=C1